2-(1-methylisoquinolin-5-yl)-2-(3-(5-((R)-1,2,3,4-tetrahydro-1,8-naphthyridin-2-yl)pentyloxy)azetidin-1-yl)acetic acid CC1=NC=CC2=C(C=CC=C12)C(C(=O)O)N1CC(C1)OCCCCC[C@H]1NC2=NC=CC=C2CC1